2-cyclopropoxy-8-(4-(difluoromethoxy)phenyl)-6-(quinolin-6-yl)pyrido[4,3-d]pyrimidin-7(6H)-one C1(CC1)OC=1N=CC=2C(N1)=C(C(N(C2)C=2C=C1C=CC=NC1=CC2)=O)C2=CC=C(C=C2)OC(F)F